(2R,3R)-2-(benzyloxy)pentan-3-ol C(C1=CC=CC=C1)O[C@H](C)[C@@H](CC)O